N(=O)[SiH3] Nitrososilane